CC(CC(=O)N1CCCC2=CC(=CC=C12)CC1=C(C(=O)N)C=CC=C1)C [1-(3-methylbutanoyl)-1,2,3,4-tetrahydroquinolin-6-ylmethyl]benzamide